NC1=C2N=CN(C2=NC(=N1)F)[C@H]1C[C@@H]([C@@](O1)(C#C)CO[P@](=O)(OC1=CC=CC=C1)N[C@H](C(=O)OCC(CCCCCCCCC)CCCCCCCCC)CC1=CC(=CC(=C1)F)F)O 2-Nonylundecyl (S)-2-(((S)-(((2R,3S,5R)-5-(6-amino-2-fluoro-9H-purin-9-yl)-2-ethynyl-3-hydroxytetrahydrofuran-2-yl)methoxy)(phenoxy)phosphoryl)amino)-3-(3,5-difluorophenyl)propanoate